[N+](=[N-])=CC(CC[C@@H](C(=O)OC(C)C)NC([C@H](CC1=CNC2=CC(=CC=C12)N(C)C)OC)=O)=O isopropyl (S)-6-diazo-2-((S)-3-(6-(dimethylamino)-1H-indol-3-yl)-2-methoxypropanamido)-5-oxohexanoate